5-((R)-1-(((S)-tert-butylsulfinyl)amino)-2-methylpropyl)-N-hydroxythiophene-3-carboximidamide C(C)(C)(C)[S@](=O)N[C@H](C(C)C)C1=CC(=CS1)C(NO)=N